ClC(C(O[C@H]1[C@H](OC(C)=O)[C@](O)([C@@H](OC(CCC(=O)C)=O)[C@@H](O1)C)[Si](C)(C)C(C)(C)C)=N)(Cl)Cl 2-O-Acetyl-3-tert-butyldimethylsilyl-4-O-levulinoyl-α-L-rhamnopyranosyl 2,2,2-trichloroacetimidate